1,5-diazabicyclo[4.3.0]non-5-Enylium acetate C(C)(=O)[O-].[NH+]12CCCN=C2CCC1